C12C(C3CC(CC(C1)C3)C2)CNC(=O)NCC2=NN(C(=C2C)C2=CC=C(C=C2)Cl)C2=C(C=C(C=C2)Cl)Cl 1-(((1r,3r,5r,7r)-adamantan-2-yl)methyl)-3-((5-(4-chloro-phenyl)-1-(2,4-dichlorophenyl)-4-methyl-1H-pyrazol-3-yl)-methyl)urea